BrC1=C(C(=C(C(=C1F)F)F)F)S(=O)(=O)N(CC(=O)N(C1=C(C=C(C(=O)O)C=C1)OCC)CC1=CC(=CC(=C1)C1CC1)C1CC1)CC1=C(C=CC=C1C(F)(F)F)F 4-[[2-[(2-bromo-3,4,5,6-tetrafluoro-phenyl)sulfonyl-[[2-fluoro-6-(trifluoromethyl)phenyl]methyl]amino]acetyl]-[(3,5-dicyclopropylphenyl)methyl]amino]-3-ethoxy-benzoic acid